6-chloro-4,5-dimethyl-pyridazin-3-amine ClC1=C(C(=C(N=N1)N)C)C